Methyl (3-aminophenyl)butanoate NC=1C=C(C=CC1)C(C(=O)OC)CC